N-(4-(2-(1-(2-chlorophenyl)ethoxy)propan-2-yl)thiazol-2-yl)-1-(pyridin-4-ylmethyl)-1H-pyrrole-2-carboxamide ClC1=C(C=CC=C1)C(C)OC(C)(C)C=1N=C(SC1)NC(=O)C=1N(C=CC1)CC1=CC=NC=C1